4-((7-((adamantan-1-yl)amino)heptyl)amino)-2-(2,6-dioxopiperidin-3-yl)-7-fluoroisoindoline-1,3-dione C12(CC3CC(CC(C1)C3)C2)NCCCCCCCNC2=C3C(N(C(C3=C(C=C2)F)=O)C2C(NC(CC2)=O)=O)=O